N-((1S,2R)-2-((4-ethyl-2-(methylcarbamoyl)-6-nitrophenyl)amino)cyclohexyl)-2-oxo-1,2-dihydroquinoline-4-carboxamide C(C)C1=CC(=C(C(=C1)[N+](=O)[O-])N[C@H]1[C@H](CCCC1)NC(=O)C1=CC(NC2=CC=CC=C12)=O)C(NC)=O